Tert-butyl 3-[[(3R,4R)-4-[4-chloro-2-(5-fluoro-2-pyridyl)-1H-imidazol-5-yl]-3-methyl-1-piperidyl]sulfonyl]azetidine-1-carboxylate ClC=1N=C(NC1[C@H]1[C@H](CN(CC1)S(=O)(=O)C1CN(C1)C(=O)OC(C)(C)C)C)C1=NC=C(C=C1)F